4-[[1-[2-(2,6-dioxo-3-piperidinyl)-4-fluoro-1-oxo-isoindolin-5-yl]-4-piperidinyl]oxy]cyclohexanecarboaldehyde O=C1NC(CCC1N1C(C2=CC=C(C(=C2C1)F)N1CCC(CC1)OC1CCC(CC1)C=O)=O)=O